6-isopropylimidazo[1,2-a]pyridine-2-carboxamide C(C)(C)C=1C=CC=2N(C1)C=C(N2)C(=O)N